15-(3-(trifluoromethyl)-5,6,7,8-tetrahydro-[1,2,4]triazolo[4,3-a]pyrazine-7-carboxamido)pentadecanoic acid FC(C1=NN=C2N1CCN(C2)C(=O)NCCCCCCCCCCCCCCC(=O)O)(F)F